tert-butyl 4-(1-[[2-(trimethylsilyl) ethoxy] methyl] thieno[2,3-c]pyrazol-5-yl)-3,6-dihydro-2H-pyridine-1-carboxylate C[Si](CCOCN1N=CC2=C1SC(=C2)C=2CCN(CC2)C(=O)OC(C)(C)C)(C)C